4-(10-mercaptodecyloxy)pyridine-2,6-dicarboxylic acid SCCCCCCCCCCOC1=CC(=NC(=C1)C(=O)O)C(=O)O